O=C1NC(CC[C@H]1N1C(C2=CC=CC=C2C1=O)=O)=O |r| 2-((rac)-2,6-dioxopiperidin-3-yl)isoindoline-1,3-dione